4-(4-trifluoromethylphenyl)quinazoline rac-tert-butyl-(2R,3R)-2-(4-(2-(tert-butyl)phenyl)piperidine-1-carbonyl)-3-hydroxypyrrolidine-1-carboxylate C(C)(C)(C)OC(=O)N1[C@H]([C@@H](CC1)O)C(=O)N1CCC(CC1)C1=C(C=CC=C1)C(C)(C)C.FC(C1=CC=C(C=C1)C1=NC=NC2=CC=CC=C12)(F)F |r|